7-amino-1,3-dimethylpyrido[2,3-d]pyrimidine-2,4,5(1H,3H,8H)-trione NC1=CC(C2=C(N(C(N(C2=O)C)=O)C)N1)=O